FC=1C=CC=C2CCC(C12)=N[S@](=O)C(C)(C)C (R)-N-(7-fluoro-2,3-dihydro-1H-inden-1-ylidene)-2-methylpropane-2-sulfinamide